C(C)(C)(C)S(=O)(=O)C=1C(=CC=2N(C1)C=CN2)OCC(CO)(F)F 3-((6-(tert-butylsulfonyl)imidazo[1,2-a]pyridin-7-yl)oxy)-2,2-difluoropropan-1-ol